C(C)(C)(C)OC(=O)N1CCC(CC1)C1=CC(=CC=C1)O\C(=C\C(=O)OC)\CBr 4-[3-[(E)-1-(bromomethyl)-3-methoxy-3-oxo-prop-1-enoxy]phenyl]piperidine-1-carboxylic acid tert-butyl ester